NC[C@H](C(=O)NC=1SC(=C(N1)C)C(=O)OCCC)O propyl 2-[[(2R)-3-amino-2-hydroxy-propionyl] amino]-4-methyl-thiazole-5-carboxylate